C(C1=CC=CC=C1)N1N=C(N=C1)C(=O)N[C@@H]1C(N(C=2N(CC1)N=CC2C)C)=O (S)-1-Benzyl-N-(3,4-dimethyl-5-oxo-5,6,7,8-tetrahydro-4H-pyrazolo[1,5-a][1,3]diazepin-6-yl)-1H-1,2,4-triazol-3-carboxamid